5-chloro-1-methyl-4-nitro-1H-pyrazole ClC1=C(C=NN1C)[N+](=O)[O-]